C(=O)=[IrH] carbonyliridium (I) hydride